5-(2-fluorophenoxy)-3-(((3-fluoropyridin-2-yl)methyl)amino)-4H-benzo[e][1,2,4]thiadiazine 1,1-dioxide FC1=C(OC2=CC=CC3=C2NC(=NS3(=O)=O)NCC3=NC=CC=C3F)C=CC=C1